BrC1=CC(=C(C=C1)N1CCC2(CCN(CC2)C(=O)OC(C)(C)C)CC1)F tert-butyl 9-(4-bromo-2-fluoro-phenyl)-3,9-diazaspiro[5.5]undecane-3-carboxylate